4-[1-ethyl-4-(1-ethyl-3-methyl-1H-pyrazol-5-yl)-1H-imidazol-2-yl]-1-methyl-1H-pyrazolo[4,3-c]pyridine-6-carboxamide C(C)N1C(=NC(=C1)C1=CC(=NN1CC)C)C1=NC(=CC2=C1C=NN2C)C(=O)N